N-(4-((2-(1,1-difluoroethyl)-6-(1-isopropyl-1H-pyrazol-4-yl)pyrimidin-4-yl)amino)-5-(ethoxy-d5)pyridin-2-yl)acetamide FC(C)(F)C1=NC(=CC(=N1)NC1=CC(=NC=C1OC(C([2H])([2H])[2H])([2H])[2H])NC(C)=O)C=1C=NN(C1)C(C)C